CON=C1CCCCCCC1 cyclooctane-8-one O-methyloxime